Cl.C(C)(C)C1=CC=C(C=C1)[C@](O)(C=1C=NC=C(C1)C1=NOC(=N1)C)C1(CNC1)C (R)-(4-isopropyl-phenyl)-(3-methyl-azetidin-3-yl)-[5-(5-methyl-[1,2,4]Oxadiazol-3-yl)-pyridin-3-yl]-methanol, hydrochloride salt